6-cyclopropaneamido-4-({4-[5-(2-hydroxypropan-2-yl)pyrazin-2-yl]-3-methoxypyridin-2-yl}amino)-N-(2H3)methylpyridazine-3-carboxamide C1(CC1)C(=O)NC1=CC(=C(N=N1)C(=O)NC([2H])([2H])[2H])NC1=NC=CC(=C1OC)C1=NC=C(N=C1)C(C)(C)O